FC(C1=CC=C(C=C1)N1C2=C(O[C@@H](C1)CNC(C)=O)N=CC=C2)(F)F (R)-N-((1-(4-(trifluoromethyl)phenyl)-2,3-dihydro-1H-pyrido[2,3-b][1,4]oxazin-3-yl)methyl)acetamide